CN1N=C(C(=C1)C1=CC=C(N=N1)OC1C[C@@H]2[C@@H](CN(C2)C(=O)C23CC4CC(CC(C2)C4)C3)C1)C [(3aR,5r,6aS)-5-[6-(1,3-dimethylpyrazol-4-yl)pyridazin-3-yl]oxy-3,3a,4,5,6,6a-hexahydro-1H-cyclopenta[c]pyrrol-2-yl]-(1-adamantyl)methanone